C(C)N1C(C=2C=CC=C(C2CC1)S(=O)(=O)Cl)=O 2-ethyl-1-oxo-3,4-dihydroisoquinoline-5-sulfonyl chloride